4-(difluoromethyl)-5-[4-[(3R)-3-methylmorpholin-4-yl]-6-(6-oxa-3-azabicyclo[3.1.1]heptan-3-yl)-1,3,5-triazin-2-yl]pyridin-2-amine FC(C1=CC(=NC=C1C1=NC(=NC(=N1)N1[C@@H](COCC1)C)N1CC2OC(C1)C2)N)F